COC(CCSC=1N=C(C2=C(N1)CCC2)NC2=CC=C(C=C2)C#N)=O 3-((4-((4-cyanophenyl)amino)-6,7-dihydro-5H-cyclopenta[d]pyrimidin-2-yl)thio)propanoic acid methyl ester